15-hydroxyeicosatrienoic acid CCCCCC(CCCCCCCC=CC=CC=CC(=O)O)O